pelargonyl-vanillylamine C(CCCCCCCC)(=O)NCC1=CC(OC)=C(O)C=C1